uranium carbide C.[U]